C(C1=CC=CC=C1)(=O)N1CCN(C2=CC=CC=C12)C(=O)NCC1CNCC1 4-benzoyl-N-(pyrrolidin-3-ylmethyl)-3,4-dihydroquinoxaline-1(2H)-carboxamide